N-[6-(difluoromethyl)-2-pyridyl]-2-[4-(hydroxymethyl)cyclohexyl]-7-isopropoxy-imidazo[1,2-a]pyridine-6-carboxamide FC(C1=CC=CC(=N1)NC(=O)C=1C(=CC=2N(C1)C=C(N2)C2CCC(CC2)CO)OC(C)C)F